NC=1N=C(C2=C(N1)C=CN2CC2=C(C=C(C=C2)CO)OC)NCCCCC (4-{[2-amino-4-(pentylamino)-5H-pyrrolo[3,2-d]pyrimidin-5-yl]methyl}-3-methoxyphenyl)methanol